C(C1=CC=CC=C1)N1B(N(C2=C3C1=CC=CC3=CC=C2)P(C2=CC=CC=C2)C2=CC=CC=C2)C=2C(=C3CC(CC3=C(C2CCC2=CC=CC=C2)C)(C(=O)OC)C(=O)OC)C (S)-dimethyl 5-(1-benzyl-3-(diphenylphosphaneyl)-1H-naphtho[1,8-de][1,3,2]diazaborinin-2(3H)-yl)-4,7-dimethyl-6-phenethyl-1,3-dihydro-2H-indene-2,2-dicarboxylate